oxalic acid menthyl amide C1(CC(C(CC1)C(C)C)NC(C(=O)O)=O)C